FC1(CN(CC1)C1CCC(CC1)NC(=O)C=1C2=C(N=C(N1)C1=CN=CS1)COC2)F N-[(1r,4r)-4-(3,3-difluoropyrrolidin-1-yl)cyclohexyl]-2-(1,3-thiazol-5-yl)-5H,7H-furo[3,4-d]pyrimidine-4-carboxamide